1-(5-(2-(1-(1-(3-isopropyl-1,2,4-oxadiazol-5-yl)piperidin-4-yl)ethoxy)thiazolo[5,4-b]pyridin-5-yl)pyridin-2-yl)pyrrolidin-2-on C(C)(C)C1=NOC(=N1)N1CCC(CC1)C(C)OC=1SC2=NC(=CC=C2N1)C=1C=CC(=NC1)N1C(CCC1)=O